[Si](C1=CC=CC=C1)(C1=CC=CC=C1)(C(C)(C)C)OC[C@@]12C[C@H](CN2C(C(=C1)C)=O)F (6R,7aR)-7a-(((tert-Butyldiphenylsilyl)oxy)methyl)-6-fluoro-2-methyl-5,6,7,7a-tetrahydro-3H-pyrrolizin-3-one